[Si](C1=CC=CC=C1)(C1=CC=CC=C1)(C(C)(C)C)OCC1=NC=NC=C1 4-(((tert-butyldiphenylsilyl)oxy)methyl)pyrimidine